ClC1=NC=CC(=C1Cl)C=1N(N=C2NC(N(C(C21)=O)C)=O)CC2=CC=C(C=C2)OC 3-(2,3-dichloropyridin-4-yl)-2-(4-methoxybenzyl)-5-methyl-2,7-dihydro-4H-pyrazolo[3,4-d]pyrimidine-4,6(5H)-dione